2-(5-Chloropyridin-3-yl)-2-methylpropanenitrile ClC=1C=C(C=NC1)C(C#N)(C)C